COC=1C=C(C2=CC=CC=C2C1)NC(=O)C1=CC(=NC(=N1)OC[C@H]1N(CCC1)C)N1C2CN(C(C1)C2)C(=O)[O-] 5-[6-[(3-methoxy-1-naphthyl)carbamoyl]-2-[[(2S)-1-methylpyrrolidin-2-yl]methoxy]pyrimidin-4-yl]-2,5-diazabicyclo[2.2.1]heptane-2-carboxylate